14-(3-(1H-benzo[d]imidazol-6-yl)ureido)tetradecanoic acid N1C=NC2=C1C=C(C=C2)NC(NCCCCCCCCCCCCCC(=O)O)=O